diazaphosphole C1=NNP=C1